C(CCC)C1=CN=C(C(=N1)N1CCC(CC1)C(=O)OC)C1=CC=C2C=CNC2=C1 methyl 1-(6-butyl-3-(1H-indol-6-yl)pyrazin-2-yl)piperidine-4-carboxylate